(E)-2-((Z)-((R)-3-(4-chlorophenyl)-4-phenyl-4,5-dihydro-1H-pyrazol-1-yl)(((3,3-difluoropiperidin-1-yl)sulfonyl)imino)methyl)guanidine ClC1=CC=C(C=C1)C1=NN(C[C@H]1C1=CC=CC=C1)\C(\N=C(N)N)=N/S(=O)(=O)N1CC(CCC1)(F)F